C1(CCC1)NC(=O)C1=CC2=C(N=C(S2)N2CCNCC2)C(=C1)C N-cyclobutyl-4-methyl-2-(piperazin-1-yl)benzo[d]thiazole-6-carboxamide